OC1CCC(CC1)S 1-Hydroxy-4-Mercaptocyclohexane